tert-butyl 3-(4-cyanophenyl)-2,5-dihydropyrrole-1-carboxylate C(#N)C1=CC=C(C=C1)C=1CN(CC1)C(=O)OC(C)(C)C